PERFLUOROHEXYLETHYL METHACRYLATE CC(=C)C(=O)OC(C(C(C(C(C(C(F)(F)F)(F)F)(F)F)(F)F)(F)F)(F)F)(C(F)(F)F)F